1-(3-pentylpyridin-2-yl)piperazine C(CCCC)C=1C(=NC=CC1)N1CCNCC1